C(CCCCCCCC)C(C(C(=O)[O-])S(=O)(=O)O)(C(=O)[O-])CCCCCCCCC.[NH4+].C(CCCCCCCCCCC)N1C(CCC1)=O.[NH4+] 1-Dodecyl-2-pyrrolidinone Ammonium Dinonyl-Sulfosuccinate